N-(2-trifluoromethylbenzenesulfonyloxy)succinimide tert-butyl-(E)-(3-fluoro-2-(((2-(4-phenylcyclohexyl)benzo[d]oxazol-6-yl)oxy)methyl)allyl)carbamate C(C)(C)(C)N(C(O)=O)C/C(=C\F)/COC1=CC2=C(N=C(O2)C2CCC(CC2)C2=CC=CC=C2)C=C1.FC(C1=C(C=CC=C1)S(=O)(=O)ON1C(CCC1=O)=O)(F)F